FCCOC1=CC=CC=N1 6-(2-fluoroethoxy)pyridine